OC1=C(C(=CC(=C1)C(F)(F)F)C)C1=CC=C(N=N1)N1[C@H]2[C@@H](OCC1)CCN(C2)C(=O)OCC2=CC=CC=C2 |r| benzyl rac-(4aR,8aS)-4-[6-[2-hydroxy-6-methyl-4-(trifluoromethyl)phenyl]pyridazin-3-yl]-3,4a,5,7,8,8a-hexahydro-2H-pyrido[4,3-b][1,4]oxazine-6-carboxylate